NC1=C(C(=NN1C(C(F)(F)F)C)C1=CC=C(C=N1)C(C(=O)NC1=CC(=NO1)C1=C(C=C(C=C1)F)Cl)C)C#N 2-(6-[5-Amino-4-cyano-1-[1,1,1-trifluoropropan-2-yl]pyrazol-3-yl]pyridin-3-yl)-N-[3-(2-chloro-4-fluorophenyl)-1,2-oxazol-5-yl]propanamide